4-(4-((1R,5S)-3,6-diazabicyclo[3.1.1]heptan-3-yl)-2-(((2R,7aS)-2-fluorotetrahydro-1H-pyrrolizin-7a(5H)-yl)methoxy)-8-methylquinazolin-7-yl)naphthalen-2-ol [C@@H]12CN(C[C@@H](N1)C2)C2=NC(=NC1=C(C(=CC=C21)C2=CC(=CC1=CC=CC=C21)O)C)OC[C@]21CCCN1C[C@@H](C2)F